(R)-1-(1-(1H-imidazol-5-yl)ethyl)-4-(ethyl(methyl)amino)-7-(trifluoromethyl)quinazolin-2(1H)-one N1C=NC=C1[C@@H](C)N1C(N=C(C2=CC=C(C=C12)C(F)(F)F)N(C)CC)=O